tert-butyl 4-[[1-[1-(2,6-dioxo-3-piperidyl)-3-methyl-2-oxo-benzimidazol-5-yl]-4-piperidyl]methyl]piperazine-1-carboxylate O=C1NC(CCC1N1C(N(C2=C1C=CC(=C2)N2CCC(CC2)CN2CCN(CC2)C(=O)OC(C)(C)C)C)=O)=O